C(C)(C)(C)OC(=O)N1N=C(C=C1)OCC1(CC1)C(F)(F)F 3-[[1-(trifluoromethyl)cyclopropyl]methoxy]pyrazole-1-carboxylic acid tert-butyl ester